BrC1=CC=NN1C1=C(C=C(C=N1)N(C(OC(C)(C)C)=O)C(=O)OC(C)(C)C)Cl tert-butyl N-[6-(5-bromopyrazol-1-yl)-5-chloro-3-pyridyl]-N-tert-butoxycarbonyl-carbamate